5-(4-(4-aminophenyl)piperazin-1-yl)-2-(2,6-dioxopiperidin-3-yl)isoindoline-1,3-dione NC1=CC=C(C=C1)N1CCN(CC1)C=1C=C2C(N(C(C2=CC1)=O)C1C(NC(CC1)=O)=O)=O